hydroxy-3,5,6,7,8,3'-hexamethoxyflavone OC1=C(C=2OC3=C(C(=C(C(=C3C(C2OC)=O)OC)OC)OC)OC)C=CC=C1OC